(2S)-3-(4-methoxyphenyl)-2-[4-[[[5-(4-pyridyl)-2-thienyl]sulfonylamino]methyl]triazol-1-yl]propanehydroxamic acid COC1=CC=C(C=C1)C[C@@H](C(=O)NO)N1N=NC(=C1)CNS(=O)(=O)C=1SC(=CC1)C1=CC=NC=C1